CN([C@H]1C[C@H](CC1)OC(=O)C1=CC2=C(N=C(O2)C2=CC(=CC(=C2)Cl)Cl)C=C1)C.BrC1=C(C(=C(C(=C1F)F)F)F)SC (2-bromo-3,4,5,6-tetrafluorophenyl)(methyl)sulfane Cis-3-(dimethylamino)cyclopentyl-2-(3,5-dichlorophenyl)benzo-[d]oxazole-6-carboxylate